5-(4-fluoro-1-isopropyl-2-methyl-1H-benzo[d]imidazol-6-yl)-N-(cis-4-morpholinocyclohexyl)pyrrolo[2,1-f][1,2,4]triazin-2-amine FC1=CC(=CC=2N(C(=NC21)C)C(C)C)C=2C=CN1N=C(N=CC12)N[C@@H]1CC[C@@H](CC1)N1CCOCC1